4-(2-(4-methyl-4H-1,2,4-triazol-3-yl)phenyl)-6-(trifluoromethyl)pyridin-2-amine CN1C(=NN=C1)C1=C(C=CC=C1)C1=CC(=NC(=C1)C(F)(F)F)N